4-((4-(5-(difluoromethyl)-1,3,4-oxadiazol-2-yl)-2-fluorobenzyl)(phenyl)carbamoyl)-4-fluoropiperidine-1-carboxylic acid tert-butyl ester C(C)(C)(C)OC(=O)N1CCC(CC1)(F)C(N(C1=CC=CC=C1)CC1=C(C=C(C=C1)C=1OC(=NN1)C(F)F)F)=O